C(C)(C)(C)OC(=O)NC1=NN2C(N=C(C=C2)C#C)=C1C(=O)OCC ethyl 2-((tert-butoxycarbonyl)amino)-5-ethynylpyrazolo[1,5-a]pyrimidine-3-carboxylate